C(C)C1=C(C(NC(N1)=S)=O)C 6-ethyl-5-methyl-2-thiouracil